1-(4-carboxybenzyl)-3-methylimidazole chloride salt [Cl-].C(=O)(O)C1=CC=C(CN2CN(C=C2)C)C=C1